Rac-(3r,6s,7s,8as)-2-allyl-6-(benzo[d][1,3]dioxol-5-yl)-3,7-dimethyl-1,4-dioxo-octahydropyrrolo[1,2-a]pyrazine-7-carbonitrile C(C=C)N1C([C@H]2N(C([C@H]1C)=O)[C@H]([C@](C2)(C#N)C)C2=CC1=C(OCO1)C=C2)=O |r|